ClC1=CC2=C(N(C(NC2=O)=O)CC2CC2)N=C1C1=C(C=CC=C1O)F 6-chloro-1-(cyclopropylmethyl)-7-(2-fluoro-6-hydroxyphenyl)pyrido[2,3-d]Pyrimidine-2,4(1H,3H)-dione